N1=C(N=CC(=C1)C1C(C1)C=1C=C(C(=C(C1)N[C@@H]1CN(CC1)C)F)F)C1=NC=CC=N1 (3S)-N-(5-(2-([2,2'-bipyrimidin]-5-yl)cyclopropyl)-2,3-difluorophenyl)-1-methylpyrrolidin-3-amine